CN(CC1=CC=CC=C1)C dimethylbenzyl-amine